N1C(CCC1)C(=O)OC([C@H](CC(=O)OCC=C)NC(=O)OCC1C2=CC=CC=C2C=2C=CC=CC12)=O (S)-2-(((((9H-fluoren-9-yl) methoxy) carbonyl) amino)-4-(allyloxy)-4-oxobutanoyl) pyrrolidine-2-carboxylate